FC12C3(C4(C2(C2(C1(C3(C42F)F)F)F)F)F)CCO 2-((2s,3R,4s,5S)-perfluorocuban-1-yl)ethan-1-ol